ethynyl-1,3-diazine C(#C)C1=NC=CC=N1